10,13,16-trioxa-6,20-diaza-pentacosan-1-oic acid C(CCCCNCCCOCCOCCOCCCNCCCCC)(=O)O